N-(4'-(4-hydroxy-4-((7-(3-(4-methylpiperazin-1-yl)propanamido)-4-oxoquinazolin-3(4H)-yl)methyl)piperidine-1-carbonyl)biphenyl-2-yl)acrylamide OC1(CCN(CC1)C(=O)C1=CC=C(C=C1)C1=C(C=CC=C1)NC(C=C)=O)CN1C=NC2=CC(=CC=C2C1=O)NC(CCN1CCN(CC1)C)=O